2-aminoethyl α-D-mannopyranosyl-(1→3)-[α-D-mannopyranosyl-(1→6)]-2-deoxy-2-fluoro-α-D-glucopyranoside [C@H]1([C@@H](O)[C@@H](O)[C@H](O)[C@H](O1)CO)O[C@@H]1[C@H]([C@@H](OCCN)O[C@@H]([C@H]1O)CO[C@@H]1[C@@H](O)[C@@H](O)[C@H](O)[C@H](O1)CO)F